C(C)NC(NC=1C=C(C(NN1)=O)CN1CCN(CC1)C=1C=CC(=NC1F)C(=O)NC)=O 5-(4-((6-(3-ethylureido)-3-oxo-2,3-dihydropyridazin-4-yl)methyl)piperazin-1-yl)-6-fluoro-N-methylpicolinamide